6-chloro-N-(2,4-dimethoxybenzyl)-9-methyl-9H-purin-8-amine ClC1=C2N=C(N(C2=NC=N1)C)NCC1=C(C=C(C=C1)OC)OC